Diethylhexylbutyramidotriazinone C(C)C(CCC(=O)NC=1C(NN=NC1CCCCCC)=O)CC